(R)-4-amino-1-(1-(but-2-ynoyl)pyrrolidin-3-yl)-3-(4-(2,6-difluorophenoxy)phenyl)-1,6-dihydro-7H-pyrrolo[2,3-d]Pyridazine-7-one NC=1C2=C(C(NN1)=O)N(C=C2C2=CC=C(C=C2)OC2=C(C=CC=C2F)F)[C@H]2CN(CC2)C(C#CC)=O